3-chloro-5-(1H-pyrazol-5-yl)-1-(tetrahydropyran-4-yl)pyrido[3,4-b]pyrazin-2(1H)-one ClC=1C(N(C2=C(N1)C(=NC=C2)C2=CC=NN2)C2CCOCC2)=O